6-chloro-N-cyclopentyl-1H-pyrazolo[3,4-d]pyrimidin-4-amine ClC1=NC(=C2C(=N1)NN=C2)NC2CCCC2